BrC=1C(=C(CO[Si](C)(C)C(C)(C)C)C(=CC1)F)OC ((3-bromo-6-fluoro-2-methoxybenzyl)oxy)(tert-butyl)dimethylsilane